The molecule is a 3-oxo-fatty acyl-CoA(4-) arising from deprotonation of the phosphate and diphosphate functions of 3-oxo-(11Z)-eicosa-11-enoyl-CoA. It is a conjugate base of an (11Z)-3-oxoicosa-11-enoyl-CoA. CCCCCCCC/C=C\\CCCCCCCC(=O)CC(=O)SCCNC(=O)CCNC(=O)[C@@H](C(C)(C)COP(=O)([O-])OP(=O)([O-])OC[C@@H]1[C@H]([C@H]([C@@H](O1)N2C=NC3=C(N=CN=C32)N)O)OP(=O)([O-])[O-])O